7-{[3-(3-chloro-2-methylphenyl)-1-(prop-2-enoyl)pyrrolidin-3-yl](methyl)amino}-2-methylisoquinolin-1-one ClC=1C(=C(C=CC1)C1(CN(CC1)C(C=C)=O)N(C1=CC=C2C=CN(C(C2=C1)=O)C)C)C